C1=C(C=CC=2C=CC=3C=CC=4C=CC=CC4C3C21)B2OC(C(O2)(C)C)(C)C 2-Benzo[c]phenanthren-2-yl-4,4,5,5-tetramethyl-(1,3,2-dioxaborolan)